FC1(CC(C1)C1=CC=C(C=C1)B1OC(C(O1)(C)C)(C)C)F 2-(4-(3,3-difluorocyclobutyl)phenyl)-4,4,5,5-tetramethyl-1,3,2-dioxaborolan